CN(C1CCC(CC1)NC=1N=CC2=C(N1)N(C(C(=C2)C=2C=CC(=NC2C)NS(=O)(=O)C2=C(C=CC=C2)F)=O)C(C)C)C N-(5-(2-(((1r,4r)-4-(dimethylamino)cyclohexyl)amino)-8-isopropyl-7-oxo-7,8-dihydropyrido[2,3-d]-pyrimidin-6-yl)-6-methylpyridin-2-yl)-2-fluorobenzenesulfonamide